N-[1-cyano-2-(6,7-dihydro-5H-cyclopenta[b]pyridin-7-yl)ethyl]-3-[(2S)-3,3-dimethyl-2-[(2,2,2-trifluoroacetyl)amino]butanoyl]-6,6-dimethyl-3-azabicyclo[3.1.0]hexane-2-carboxamide C(#N)C(CC1CCC=2C1=NC=CC2)NC(=O)C2C1C(C1CN2C([C@H](C(C)(C)C)NC(C(F)(F)F)=O)=O)(C)C